C(C)(C)(C)OC(C(CC(=O)O)C)=O 4-(tert-butoxy)-3-methyl-4-oxobutanoic acid